FC1=CC2=C(N=C3C=4C(=CC=NC4C=CN32)N3CCC(CC3)NC(OC(C)(C)C)=O)C=C1F tert-butyl (1-(9,10-difluorobenzo[4,5]imidazo[2,1-f][1,6]naphthyridin-1-yl) piperidin-4-yl)carbamate